CC1(OC2=CC(=CC(=C2[C@@H]2[C@@H]1CCC(=C2)C)O[Si](C)(C)C)CCCCC)C [(6As,10aS)-6,6,9-trimethyl-3-pentyl-6a,7,8,10a-tetrahydrobenzo[c]chromen-1-yl]oxy-trimethylsilane